(2R)-2-Amino-2-(6-Ethoxypyridin-3-Yl)Ethanol N[C@@H](CO)C=1C=NC(=CC1)OCC